bis(2,2-dioxo-1,2-oxathiolan-4-yl) sulfite S(=O)(OC1CS(OC1)(=O)=O)OC1CS(OC1)(=O)=O